1-(6'-Chloro-2'-fluoro-4-((2R,3S)-2-methyl-3-((methylsulfonyl)methyl)azetidin-1-yl)-[2,3'-bipyridin]-6-yl)-6-(4-methoxypyridin-3-yl)-4-methyl-1H-pyrazolo[4,3-c]pyridine ClC1=CC=C(C(=N1)F)C1=NC(=CC(=C1)N1[C@@H]([C@H](C1)CS(=O)(=O)C)C)N1N=CC=2C(=NC(=CC21)C=2C=NC=CC2OC)C